BrC=1C=C(C=NC=2C=C(C(=O)O)C=CC2)C=CC1 3-(3-bromobenzylideneamino)benzoic acid